1,4-diamino-2-n-butylcyclohexane NC1C(CC(CC1)N)CCCC